4-iodo-5-methylpyridin-2-amine IC1=CC(=NC=C1C)N